6'-chloro-2'-oxo-1'-(1-propyl-1H-pyrazol-4-yl)-3H-spiro-[benzofuran-2,3'-indoline]-6-carboxylic acid ClC1=CC=C2C3(C(N(C2=C1)C=1C=NN(C1)CCC)=O)OC1=C(C3)C=CC(=C1)C(=O)O